(3-(3-chloro-4-(3-chloro-1-ethyl-1H-pyrazolo[3,4-d]pyrimidin-6-ylamino)-1H-pyrazol-1-yl)azetidin-1-yl)(cyclopropyl)methanone ClC1=NN(C=C1NC1=NC=C2C(=N1)N(N=C2Cl)CC)C2CN(C2)C(=O)C2CC2